ClC1=CC(=C2C=NNC2=C1)N1CC2N(CCCC2C1)C(C)=O 1-(6-(6-chloro-1H-indazol-4-yl)octahydro-1H-pyrrolo[3,4-b]pyridin-1-yl)ethanone